C1(C#CCCCCC1)OCCC(=O)N[C@@H](CCCCN)C(=O)O (2-(cyclooct-2-yn-1-yloxy)ethyl)carbonyl-L-lysine